C(OC1=C(C(=NC2=CC(=C(C=C12)OC1=CC=C(C=C1)OC(F)(F)F)C)CC)C)(OC)=O [2-ethyl-3,7-dimethyl-6-[4-(trifluoromethoxy)phenoxy]quinolin-4-yl] methyl carbonate